[C@H]12CCNCC[C@@H]2C1C(=O)OCC (1R,7S,8r)-ethyl 4-azabicyclo[5.1.0]octane-8-carboxylate